4-{2-[4-(6-bromoquinolin-2-yl)phenoxy]ethyl}-1-methyl-1,4-diazepan-2-one BrC=1C=C2C=CC(=NC2=CC1)C1=CC=C(OCCN2CC(N(CCC2)C)=O)C=C1